O1CCN(CC1)C(=O)[C@H]1CNCC1 (R)-morpholino(pyrrolidin-3-yl)methanone